O=C1CN(C1)C1=CC=C(C=N1)NC1C(NC(CC1)=O)=O 3-((6-(3-oxoazetidin-1-yl)pyridin-3-yl)amino)piperidine-2,6-dione